tris(2,6-bipyridine) ruthenium dichloride [Ru](Cl)Cl.N1=C(C=CC=C1)C1=CC=CC=N1.N1=C(C=CC=C1)C1=CC=CC=N1.N1=C(C=CC=C1)C1=CC=CC=N1